CN1CCC2(C[C@@H]2C(=O)N[C@@H](CCCCCC(CC)=O)C=2NC(=CN2)C2=CC=C(C=C2)C(F)(F)F)CC1 (S)-6-methyl-N-((S)-7-oxo-1-(5-(4-(trifluoromethyl)phenyl)-1H-imidazol-2-yl)nonyl)-6-azaspiro[2.5]octane-1-carboxamide